NC=1N=NC(=CC1C1=CC=C(C=C1)OC)C1=CC=CC=C1 3-amino-4-(4-methoxyphenyl)-6-phenylpyridazine